N-(phenyl(4-(trifluoromethyl)phenyl)methyl)-2-oxo-6-(trifluoromethyl)-1,2-dihydropyridine-3-carboxamide C1(=CC=CC=C1)C(NC(=O)C=1C(NC(=CC1)C(F)(F)F)=O)C1=CC=C(C=C1)C(F)(F)F